N-Ethyl-5-fluoro-N-isopropyl-2-((4-(7-(piperidin-4-ylmethyl)-2,7-diazaspiro[3.5]Nonan-2-yl)pyrimidin-5-yl)oxy)benzamide hydrochloride Cl.C(C)N(C(C1=C(C=CC(=C1)F)OC=1C(=NC=NC1)N1CC2(C1)CCN(CC2)CC2CCNCC2)=O)C(C)C